(3'R)-6-Chloro-1'-(2-(1-chloro-2,2,2-trifluoro-1-(4-fluorophenyl)ethyl)-1H-imidazole-5-carbonyl)-5-fluorospiro[benzo[d][1,3]oxazine-4,3'-piperidin]-2(1H)-one ClC1=C(C2=C(NC(O[C@@]23CN(CCC3)C(=O)C3=CN=C(N3)C(C(F)(F)F)(C3=CC=C(C=C3)F)Cl)=O)C=C1)F